BrC1=CC=NC=2N1N=C(C2C2=NC=1C(=NC=C(C1)C(F)(F)F)N2C)SCC 2-(7-Bromo-2-(ethylthio)pyrazolo[1,5-a]pyrimidin-3-yl)-3-methyl-6-(trifluoromethyl)-3H-imidazo[4,5-b]pyridine